[C@@H]1(CCC12OCCO2)N2N=C(C=C2)C=2C(=C(C=CC2)NC2=NC(=NC=C2C(=O)N)NC2=CC=C(C=C2)C(=O)N2CCOCC2)OC (S)-4-((3-(1-(5,8-dioxaspiro[3.4]octan-1-yl)-1H-pyrazol-3-yl)-2-methoxyphenyl)amino)-2-((4-(morpholine-4-carbonyl)phenyl)amino)pyrimidine-5-carboxamide